piperazin-1-yl-propan-1-one N1(CCNCC1)C(CC)=O